FC=1C=2N(C=C(C1)NC(=O)C=1C=3N=C(C=NC3C(=CC1)N1C[C@@H](CC1)NC)OC)C=C(N2)C (R)-N-{8-fluoro-2-methylimidazo[1,2-a]pyridin-6-yl}-3-methoxy-8-[3-(methylamino)pyrrolidin-1-yl]quinoxaline-5-carboxamide